2,2-dimethylpropane-1,3-diylbis(2-(trifluoromethyl) acrylate) CC(CC=C(C(=O)[O-])C(F)(F)F)(CC=C(C(=O)[O-])C(F)(F)F)C